5-[4-fluoro-2-methoxy-5-(methyl-sulfonylmethyl)phenyl]-1-methylpyridin-2-one tertbutylcarbamate C(C)(C)(C)NC(O)=O.FC1=CC(=C(C=C1CS(=O)(=O)C)C=1C=CC(N(C1)C)=O)OC